6-chloro-N-{5-chloro-1-[1-(trifluoromethyl)cyclopropyl]-1H-pyrazol-4-yl}-7-[4-(3-methyloxetan-3-yl)piperazin-1-yl]quinazolin-2-amine ClC=1C=C2C=NC(=NC2=CC1N1CCN(CC1)C1(COC1)C)NC=1C=NN(C1Cl)C1(CC1)C(F)(F)F